C(C)OC=1C(=NC=C(C1)S(=O)(=O)N1CCN(CC1)C)NC1=NNC2=CC(=CC=C12)[C@@H]1C[C@@]12C(NC1=CC=C(C=C21)OC)=O (1r,2s)-2-(3-{[3-ethoxy-5-(4-methylpiperazine-1-sulfonyl)pyridin-2-yl]amino}-1H-indazol-6-yl)-5'-methoxyspiro[cyclopropan-1,3'-indol]-2'(1'H)-one